COC=1C(=C2C=CNC2=C(C1)C)CN1C(CC2(CC3(CC3)C2)CC1)C1=CC=C(C(=O)O)C=C1 4-(8-((5-methoxy-7-methyl-1H-indol-4-yl)methyl)-8-azadispiro[2.1.55.13]undec-7-yl)benzoic acid